tricyclo[3.3.1.01,5]nonane C123CCCC1(CCC2)C3